NC1=CC=C(C(=C1C(=O)N(C)C)F)C=1C(=C2C(=NC1)NC[C@]21[C@H](C1)C(C)C)Cl 6-Amino-3-((1R,2R)-4'-chloro-2-isopropyl-1',2'-dihydrospiro[cyclopropane-1,3'-pyrrolo[2,3-b]pyridin]-5'-yl)-2-fluoro-N,N-dimethylbenzamide